CC=1C=C(C=C2C(NC(=NC12)C=1C=C2C(=CN1)SC=C2)=O)CCCN2CCOCC2 8-methyl-6-(3-morpholin-4-yl-propyl)-2-thieno[2,3-c]pyridin-5-yl-3H-quinazolin-4-one